N-n-tetradecyl-piperidine-3-carboxylic acid C(CCCCCCCCCCCCC)N1CC(CCC1)C(=O)O